N-Methyleneacrylamide C=NC(C=C)=O